2,2,3,3,4,4,4-Heptafluorobutylamine FC(CN)(C(C(F)(F)F)(F)F)F